4-(5-cyano-3-(pyridin-2-ylamino)-5,6-dihydropyrrolo[3,4-c]pyrazol-1(4H)-yl)benzamide C(#N)N1CC=2N(N=C(C2C1)NC1=NC=CC=C1)C1=CC=C(C(=O)N)C=C1